(R,Z)-6-chloro-1-isopropyl-2-methyl-N-(1-(2-methyl-3-(trifluoromethyl)phenyl)ethyl)-pyrido[3,4-d]pyrimidin-4(1H)-imine ClC1=CC/2=C(N(C(=N\C2=N/[C@H](C)C2=C(C(=CC=C2)C(F)(F)F)C)C)C(C)C)C=N1